FC(C=1C=CC=2N(N1)C(=CN2)C2=CC(=NC=N2)N2CC(OC(C2)C)CNS(=O)(=O)C)F N-((4-(6-(6-(Difluoromethyl)imidazo[1,2-b]pyridazin-3-yl)pyrimidin-4-yl)-6-methylmorpholin-2-yl)methyl)methanesulfonamide